5-methoxy-N-(4-(2-propylhydrazine-1-carbonyl)benzyl)benzofuran-2-carboxamide COC=1C=CC2=C(C=C(O2)C(=O)NCC2=CC=C(C=C2)C(=O)NNCCC)C1